4-[3-[2,6-dichloro-4-(6-fluoro-2-azaspiro[3.3]heptan-2-yl)benzoyl]-2,4-dihydro-1,3-benzoxazine-8-yl]-5-fluoro-2-(3-oxa-8-azabicyclo[3.2.1]octan-8-yl)benzoic acid ClC1=C(C(=O)N2COC3=C(C2)C=CC=C3C3=CC(=C(C(=O)O)C=C3F)N3C2COCC3CC2)C(=CC(=C1)N1CC2(C1)CC(C2)F)Cl